(R)-1-((8-(3-bromo-2-chlorophenylamino)-1,7-naphthyridin-3-yl)methyl)pyrrolidin-3-ol BrC=1C(=C(C=CC1)NC=1N=CC=C2C=C(C=NC12)CN1C[C@@H](CC1)O)Cl